tert-butyl 3-iodo-5,6-dihydroimidazo[1,5-a]pyrazine-7(8H)-carboxylate IC1=NC=C2N1CCN(C2)C(=O)OC(C)(C)C